C1(CC1)C=1C(=NC(=NC1)N[C@@H]1C[C@H](CC1)NC1=CC=C(C=N1)N1C(C=CC=C1)=O)C#N 5-cyclopropyl-2-(((1S,3S)-3-((2-oxo-2H-[1,3'-bipyridyl]-6'-yl)amino)cyclopentyl)amino)pyrimidine-4-carbonitrile